bis[2-(butyldimethoxysilyl)1-phenyl-3-isopropyl-1,3-propanedione] platinum (II) [Pt+2].C(CCC)[Si](C(C(=O)C1=CC=CC=C1)C(=O)C(C)C)(OC)OC.C(CCC)[Si](C(C(=O)C1=CC=CC=C1)C(=O)C(C)C)(OC)OC